FC=1C=C(C=C(C1)F)C1=NC=C2N1C=CC=C2CO (3-(3,5-difluorophenyl)imidazo[1,5-a]pyridin-8-yl)methanol